ClC=1C=NC=C(C1[C@@H](C)OC=1C=C2C(=NNC2=CC1)C=1C=CC(=NC1)N=S(=O)(C)C)Cl (R)-((5-(5-(1-(3,5-Dichloropyridin-4-yl)ethoxy)-1H-indazol-3-yl)pyridin-2-yl)imino)dimethyl-λ6-sulfanone